BrC1=CC(=C(C=C1F)NS(=O)(=O)C)C1OCCO1 N-[4-bromo-2-(1,3-dioxolan-2-yl)-5-fluorophenyl]methanesulfonamide